tert-butyl 4-(6-(6-methoxy-2-methyl-2H-indazole-5-carboxamido)pyridazin-3-yl)piperazine-1-carboxylate COC=1C(=CC2=CN(N=C2C1)C)C(=O)NC1=CC=C(N=N1)N1CCN(CC1)C(=O)OC(C)(C)C